12-{3,5-bis(trifluoromethyl)phenyl}dodecyl-trimethoxysilane FC(C=1C=C(C=C(C1)C(F)(F)F)CCCCCCCCCCCC[Si](OC)(OC)OC)(F)F